1-((5-(5-(difluoromethyl)-1,3,4-oxadiazole-2-yl)pyridine-2-yl)methyl)-5-(3,5-dimethylisoxazole-4-yl)-6-fluoro-3-methyl-1,3-dihydro-2H-benzo[d]imidazole-2-one FC(C1=NN=C(O1)C=1C=CC(=NC1)CN1C(N(C2=C1C=C(C(=C2)C=2C(=NOC2C)C)F)C)=O)F